ClC1=CC=C(C=C1)C=1N=C2N(C=CC=C2)C1CN1CC2COCC(C1)N2C(=O)OC2CCCC2 Cyclopentyl 7-{[2-(4-chlorophenyl)imidazo[1,2-a]pyridin-3-yl]methyl}-3-oxa-7,9-diazabicyclo[3.3.1]nonane-9-carboxylate